N[C@H](C(=O)OC[C@H]1O[C@]([C@@H]([C@@H]1OC(=O)OCOC(C)=O)O)(C1=CC=C2C(=NC=NN21)NC(C(C)C)=O)C#N)C(C)(C)C ((2R,3S,4R,5R)-3-(((acetoxymethoxy)carbonyl)oxy)-5-cyano-4-hydroxy-5-(4-isobutyramidopyrrolo[2,1-f][1,2,4]triazin-7-yl)tetrahydrofuran-2-yl)methyl (S)-2-amino-3,3-dimethylbutanoate